ClC=1C=C2C(=C3C1NC(NC31CCCCC1)=O)OC(=N2)CNC2C(CCC2)(F)F 5-chloro-2-{[(2,2-difluorocyclopentyl)amino]methyl}-7,8-dihydro-6H-spiro[[1,3]oxazolo[5,4-f]quinazoline-9,1'-cyclohexane]-7-one